(1-((2-(trimethylsilyl)ethoxy)methyl)-1H-imidazol-4-yl)ethan-1-one C[Si](CCOCN1C=NC(=C1)C(C)=O)(C)C